(4-(3-(4,4-difluoropiperidin-1-yl)-6,7-difluoro-2-oxoindolin-3-yl)phenyl)boronic acid FC1(CCN(CC1)C1(C(NC2=C(C(=CC=C12)F)F)=O)C1=CC=C(C=C1)B(O)O)F